tri(4-(2-phenylpropan-2-yl)phenyl)amine C1(=CC=CC=C1)C(C)(C)C1=CC=C(C=C1)N(C1=CC=C(C=C1)C(C)(C)C1=CC=CC=C1)C1=CC=C(C=C1)C(C)(C)C1=CC=CC=C1